C(C1CO1)CCC[Si](OC)(OC)OC γ-(2,3-Epoxypropyl)propyltrimethoxysilane